2-(5-Bromo-2-imino-4-isopropoxypyridin-1-yl)acetic acid BrC=1C(=CC(N(C1)CC(=O)O)=N)OC(C)C